C1C(CC12CCC2)NC(=O)N[C@H](C(F)(F)F)C2=CC(=CC=C2)C(F)(F)F 1-spiro[3.3]Hept-2-yl-3-[(S)-2,2,2-trifluoro-1-(3-trifluoromethyl-phenyl)-ethyl]Urea